OC1=C(C=CC=C1)C=1N=NC2=CC=C(C=C2C1)C1CN(C1)C1=NC=C(C=N1)C1=NOC(=C1)C(C(=O)OC)C(C)C methyl 2-[3-(2-{3-[3-(2-hydroxyphenyl) cinnolin-6-yl] azetidin-1-yl} pyrimidin-5-yl)-1,2-oxazol-5-yl]-3-methylbutanoate